(2-((3-isopropyl-5-(trifluoromethoxy)benzyl)amino)pyrimidin-5-yl)(piperidin-1-yl)methanone C(C)(C)C=1C=C(CNC2=NC=C(C=N2)C(=O)N2CCCCC2)C=C(C1)OC(F)(F)F